COC(CSC(CCC(=O)OC)C)=O methyl 4-((2-methoxy-2-oxoethyl)thio)pentanoate